BrC1=CC(=C(CCNC(OC(C)(C)C)=O)C=C1OC)OC tert-butyl (4-bromo-2,5-dimethoxyphenethyl)carbamate